N-((1s,3s)-3-(6-((4-(3-(4-(2-((2-(2,6-dioxopiperidin-3-yl)-1,3-Dioxoisoindolin-4-yl)oxy)acetyl)piperazin-1-yl)propoxy)benzyl)amino)-9H-purin-9-yl)cyclobutyl)-6-methylpicolinamide O=C1NC(CC[C@@H]1N1C(C2=CC=CC(=C2C1=O)OCC(=O)N1CCN(CC1)CCCOC1=CC=C(CNC2=C3N=CN(C3=NC=N2)C2CC(C2)NC(C2=NC(=CC=C2)C)=O)C=C1)=O)=O